C(C)C=1C(=CC=C2C=C(C=C(C12)C1=C(C=2N=C(N=C(C2C=N1)N1CC(CC1)C(=O)OC)OC[C@]12CCCN2C[C@@H](C1)F)F)O)F methyl 1-(7-(8-ethyl-7-fluoro-3-hydroxynaphthalen-1-yl)-8-fluoro-2-(((2R,7aS)-2-fluorotetrahydro-1H-pyrrolizin-7a(5H)-yl)methoxy)pyrido[4,3-d]pyrimidin-4-yl)pyrrolidine-3-carboxylate